C(C)OP1(OC(=C(CC1)[Se]C1=CC=CC=C1)C1=CC=C(C=C1)F)=O 2-Ethoxy-6-(4-fluorophenyl)-5-(phenylselanyl)-3,4-dihydro-1,2-oxaphosphinine 2-oxide